8-(7-(8-ethyl-7-fluoro-3-hydroxynaphthalen-1-yl)-8-fluoro-2-(((2R,7aS)-2-fluorotetrahydro-1H-pyrrolizin-7a(5H)-yl)methoxy)pyrido[4,3-d]pyrimidin-4-yl)-1-oxa-8-azaspiro[4.5]decan-4-ol C(C)C=1C(=CC=C2C=C(C=C(C12)C1=C(C=2N=C(N=C(C2C=N1)N1CCC2(C(CCO2)O)CC1)OC[C@]12CCCN2C[C@@H](C1)F)F)O)F